tert-Butyl (3R)-3'-fluoro-3-methyl[1,4'-bipiperidine]-1'-carboxylate FC1CN(CCC1N1C[C@@H](CCC1)C)C(=O)OC(C)(C)C